ClC=1C=C(C=CC1S(=O)(=O)C)NC=1SC=C(N1)C1=CC(=NC=C1)Cl N-(3-chloro-4-(methylsulfonyl)phenyl)-4-(2-chloropyridin-4-yl)thiazol-2-amine